C(CCCCCCC\C=C/CCCCCCCC)(=O)OC(COC(NC1CN(C1)CC(F)F)=O)COC(CCCCCCCCCCCCCCC)=O 1-(((1-(2,2-difluoroethyl)azetidin-3-yl)carbamoyl)oxy)-3-(palmitoyloxy)propan-2-yl oleate